C(C)S(=O)(=O)C=1C(=NC=CC1)C=1OC2=NC=C(C=C2N1)C(C(F)(F)F)(F)F 2-(3-ethylsulfonylpyridin-2-yl)-6-pentafluoroethyl-oxazolo[5,4-b]pyridine